1-phenethyl-piperidin-4-amine C(CC1=CC=CC=C1)N1CCC(CC1)N